C(C)(=O)O[C@H]1[C@@H]([C@@H](CC1)N(C(=O)OCC1=CC=CC=C1)CC1=CC=CC=C1)NC(=O)OC(C)(C)C (1R,2R,3R)-3-{Benzyl[(benzyloxy)carbonyl]amino}-2-[(tert-butoxycarbonyl)amino]cyclopentyl rac-acetate